O.[Na+].C(CC(=O)[O-])(=O)[O-].[Na+] malonic acid sodium salt hydrate